tert-butyl ((2S)-1-((amino(3-bromophenyl)(oxo)-λ6-sulfanylidene) amino)-4-methyl-1-oxopentan-2-yl)carbamate NS(=O)(C1=CC(=CC=C1)Br)=NC([C@H](CC(C)C)NC(OC(C)(C)C)=O)=O